C(C)NC=1SC=2C(N(CC(C2N1)C)CC(=O)NC1=NC=CC=N1)=O 2-(2-(Ethylamino)-7-methyl-4-oxo-6,7-dihydrothiazolo[5,4-c]pyridin-5(4H)-yl)-N-(pyrimidin-2-yl)acetamide